C1(CCCC1)C([C@@H]([C@@H]1C(=C(C(=O)O1)O)[O-])O)(O)C1CCCC1 dicyclopentyl-ascorbate